C(C1=CC=CC=C1)O[C@@H]1[C@H]([C@@H]([C@H](C1)N1C(N=C(C(=C1)C)NC(C1=CC=CC=C1)=O)=O)O)COCC1=CC=CC=C1 N-(1-((1S,2S,3S,4S)-4-(benzyloxy)-3-((benzyloxy)methyl)-2-hydroxycyclopentyl)-5-methyl-2-oxo-1,2-dihydropyrimidin-4-yl)benzamide